pentaerythritol tris(3-aziridinyl)-propionate N1CC1C(CC(=O)OCC(CO)(CO)CO)(C1CN1)C1CN1